tert-butyl 4-((4-chloro-7-(phenylsulfonyl)-7H-pyrrolo[2,3-d]pyrimidin-6-yl) (hydroxy)methyl)piperidine-1-carboxylate ClC=1C2=C(N=CN1)N(C(=C2)C(C2CCN(CC2)C(=O)OC(C)(C)C)O)S(=O)(=O)C2=CC=CC=C2